C(C)C1=C(C(=C(C(=C1CN)CC)CN)CC)CN 2,4,6-triethyl-1,3,5-benzenetrimethylamine